2-[2-chloro-4-[[(3S)-2,6-dioxo-3-piperidyl]amino]phenyl]acetic acid ClC1=C(C=CC(=C1)N[C@@H]1C(NC(CC1)=O)=O)CC(=O)O